ClC=1C=C2C(=NC1OC)C(=C(N2C)C2=NN(C(=N2)C(F)(F)F)CC2=CC=C(C=C2)OC)C=2C=NN(C2)C2OCCCC2 6-chloro-5-methoxy-2-(1-(4-methoxybenzyl)-5-(trifluoromethyl)-1H-1,2,4-triazol-3-yl)-1-methyl-3-(1-(tetrahydro-2H-pyran-2-yl)-1H-pyrazol-4-yl)-1H-pyrrolo[3,2-b]pyridine